tert-butyl 4-hydroxybutanoate OCCCC(=O)OC(C)(C)C